tert-butyl 4-[1-[3-(cyanomethyl)-1-cyclopropylsulfonyl-azetidin-3-yl]pyrazol-4-yl]pyrrolo[2,3-d]pyrimidine-7-carboxylate C(#N)CC1(CN(C1)S(=O)(=O)C1CC1)N1N=CC(=C1)C=1C2=C(N=CN1)N(C=C2)C(=O)OC(C)(C)C